NC=1C(NC2=C3C=CC=NC3=C(C=C2C1C1=C2C=NNC2=C(C(=C1)F)F)Br)=O 3-amino-6-bromo-4-(6,7-difluoro-1H-indazol-4-yl)-1H-1,7-phenanthroline-2-one